CN(C1=CC=C(C=C1)CCCCCO)C 5-[4-(dimethylamino)phenyl]pentan-1-ol